N-(3-(5-fluoro-2-(4-(2-hydroxy-2-methylpropoxy)phenylamino)pyrimidin-4-ylamino)phenyl)acrylamide FC=1C(=NC(=NC1)NC1=CC=C(C=C1)OCC(C)(C)O)NC=1C=C(C=CC1)NC(C=C)=O